FC1=CC(=CC=2N(C(=NC21)C)C(C)C)C=2C=CN1N=C(N=CC12)N[C@@H]1C[C@@H](C1)OC 5-(4-fluoro-1-isopropyl-2-methyl-1H-benzo[d]imidazol-6-yl)-N-(cis-3-methoxycyclobutyl)pyrrolo[2,1-f][1,2,4]triazin-2-amine